BrC1=C(C(=C(C(=C1C(=O)O)Br)C(=O)O)Br)C(=O)O 1,3,5-tribromobenzene-2,4,6-tricarboxylic acid